2,2-bis(trideuteriomethyl)propane-1,3-diol [2H]C(C(CO)(CO)C([2H])([2H])[2H])([2H])[2H]